1-dodecyl-2-butylpyrrolidinium fluoride salt [F-].C(CCCCCCCCCCC)[NH+]1C(CCC1)CCCC